[Si](C)(C)(C(C)(C)C)OC=1C=C(C=CC1C1OCCO1)CO (3-((tert-butyldimethylsilyl)oxy)-4-(1,3-dioxolan-2-yl)phenyl)methanol